5-chloro-3-hydroxy-3-(2-(naphthalen-1-yl)-2-oxoethyl)-1-propylindolin-2-one ClC=1C=C2C(C(N(C2=CC1)CCC)=O)(CC(=O)C1=CC=CC2=CC=CC=C12)O